BrC=1OC=C(N1)CC(C(=O)N1NC(CCC1)C(=O)OC)NC(=O)OC(C)(C)C methyl 1-[3-(2-bromo-1,3-oxazol-4-yl)-2-[(tert-butoxycarbonyl)amino]propanoyl]-1,2-diazinane-3-carboxylate